COC1CN(CCC1)C(=O)C1(CCC1)CNC(=O)C1=CC2=C(S1)CCCCCC2 N-{[1-(3-Methoxypiperidine-1-carbonyl)cyclobutyl]methyl}-4H,5H,6H,7H,8H,9H-cycloocta[b]thiophene-2-carboxamide